adamantane-adamantanealdehyde salt C12(CC3CC(CC(C1)C3)C2)C=O.C23CC1CC(CC(C2)C1)C3